NC1=C(C=O)C(=CC=C1)B1OC(C(O1)(C)C)(C)C 2-amino-6-(4,4,5,5-tetramethyl-1,3,2-dioxaborolan-2-yl)benzaldehyde